FC1=CC(=C2CN(C(C2=C1)=O)C1C(NC(CC1)=O)=O)C1CCNCC1 3-[6-fluoro-1-oxo-4-(4-piperidyl)isoindolin-2-yl]piperidine-2,6-dione